12,13-dimethoxy-6H-tribenzo[c,f,H]chromen-6-one COC=1C(=CC=2C(=COC3=C4C(C5=C(C23)C=CC=C5)=CC(C=C4)=O)C1)OC